BrC=1C(=CC=2N(C1)C(=CN2)S(=O)(=O)C)OC2=C(C=C(C=C2)F)F 6-bromo-7-(2,4-difluorophenoxy)-3-(methylsulfonyl)imidazo[1,2-a]pyridine